FC1(CCC(CC1)COC1=CC=C2C(CCOC2=C1OC)=O)F 7-{(4,4-Difluorocyclohexyl)methoxy}-8-methoxychroman-4-one